C1(=CC=CC=C1)CC(CC1=CC(=CC=C1)C(F)(F)F)=O 1-phenyl-3-(3-trifluoromethyl-phenyl)-2-propanone